BrC1=CC2=C(N(N=C2C(=C1)F)C)[C@@](C(F)(F)F)(C)O |r| racemic-2-(5-bromo-7-fluoro-2-methyl-2H-indazol-3-yl)-1,1,1-trifluoropropan-2-ol